C(C)(C)(C)C=1C=C(C=C(C1O)C(C)(C)C)CCC(=O)OCCCCCCCCCCCCCCCCCC Octadecyl β-(3,5-di-tert-butyl-4-hydroxy phenyl)-propionate